(1-(N-(1-methyl-1H-tetrazol-5-yl)-2-((((2-methyl-2H-tetrazol-5-yl) methyl) thio) methyl)-6-(trifluoromethyl) pyridin-3-thiocarboxamido) ethyl) carbonate C(OC(C)N(C(=S)C=1C(=NC(=CC1)C(F)(F)F)CSCC=1N=NN(N1)C)C1=NN=NN1C)([O-])=O